1,3-diphenyl-1,3-dimethyl-disiloxane C1(=CC=CC=C1)[SiH](O[SiH](C)C1=CC=CC=C1)C